(S)-5-(dimethylamino)-6-ethyl-3-((3-fluoro-5-(2-(2-(methylamino)propanamido)ethyl)phenyl)-amino)-pyrazine-2-carboxamide CN(C=1N=C(C(=NC1CC)C(=O)N)NC1=CC(=CC(=C1)CCNC([C@H](C)NC)=O)F)C